(2R,4S,5R)-4,5-dihydroxytetrahydro-2H-pyran-2-carbonitrile O[C@H]1C[C@@H](OC[C@H]1O)C#N